CC1C(C1)C(=O)O 2-(methyl)cyclopropane-1-carboxylic acid